6-fluoro-3-methyl-1H-indole-2-carboxylic acid FC1=CC=C2C(=C(NC2=C1)C(=O)O)C